7-chloro-9-oxo-9H-indeno[1,2-b]pyrazine ClC1=CC=2C(C=3C(=NC=CN3)C2C=C1)=O